COC(N[C@H](CNC1=NC=CC(=N1)C=1C(=NN(C1)C(C)C)C1=C(C(=CC(=C1)Cl)NS(=O)(=O)C)F)C)=O N-[(2S)-1-({4-[3-(5-chloro-2-fluoro-3-methanesulfonylaminophenyl)-1-(propan-2-yl)-1H-pyrazol-4-yl]Pyrimidin-2-yl}amino)propan-2-yl]Carbamic acid methyl ester